C(C)OC(C(C1=C(C(=CC(=C1)C(C)(C)C)F)OC)Br)=O.ClC=1C=C(C=CC1)N1N=CC(=C1)[C@H](C(=O)NC1=NNC(=C1)C1CCC1)C (R)-2-(1-(3-chlorophenyl)-1H-pyrazol-4-yl)-N-(5-cyclobutyl-1H-pyrazol-3-yl)propanamide ethyl-2-bromo-2-(5-(tert-butyl)-3-fluoro-2-methoxyphenyl)acetate